C(C)C1(C2=C(NC=3CC(CC(C13)=O)(C)C)N=CS2)C2=CC(=CC=C2)F 9-ethyl-9-(3-fluorophenyl)-6,6-dimethyl-5,6,7,9-tetrahydrothiazolo[4,5-b]quinolin-8(4H)-one